FC=1C=CC(=NC1O[C@@H](C)C1=CC2=C(OC(O2)(F)F)C=C1F)N1N=C(C=2CCC[C@@H](C12)OC1=CC=C(C(=O)O)C=C1)C(F)(F)F 4-[[(7S)-1-[5-fluoro-6-[(1S)-1-(2,2,6-trifluoro-1,3-benzodioxol-5-yl)ethoxy]-2-pyridyl]-3-(trifluoromethyl)-4,5,6,7-tetrahydroindazol-7-yl]oxy]benzoic acid